(R)-3-(N-methylpyrrolidin-2-ylmethyl)-4-hydroxyindole CN1[C@H](CCC1)CC1=CNC2=CC=CC(=C12)O